3-[[6-[[5-(trifluoromethyl)-2-pyridyl]amino]-1,3-benzothiazol-2-yl]carbamoyl]bicyclo[2.2.1]hept-5-ene-2-carboxylic acid FC(C=1C=CC(=NC1)NC1=CC2=C(N=C(S2)NC(=O)C2C(C3C=CC2C3)C(=O)O)C=C1)(F)F